2-fluoro-N-(1-methylazetidin-3-yl)benzamide methyl-(R)-4-(3,5-difluoro-2-((R or S)-1-fluoroethyl)phenyl)-2-(fluoromethyl)-5-oxo-1,4,5,7-tetrahydrofuro[3,4-b]pyridine-3-carboxylate COC(=O)C=1[C@@H](C2=C(NC1CF)COC2=O)C2=C(C(=CC(=C2)F)F)[C@@H](C)F.FC2=C(C(=O)NC1CN(C1)C)C=CC=C2 |o1:24|